methyl (2S,4R)-4-(difluoromethoxy)-1-((9-methyl-9H-fluorene-2-carbonyl) glycyl)pyrrolidine-2-carboxylate FC(O[C@@H]1C[C@H](N(C1)C(CNC(=O)C1=CC=2C(C3=CC=CC=C3C2C=C1)C)=O)C(=O)OC)F